CS(=O)(=O)C1=CC=C(OC[C@H]2CNCCC2)C=C1 (R)-3-((4-(methylsulfonyl)phenoxy)methyl)piperidine